C12CN(CC(O1)C2)C2=NN(C1=C2C=NC(=C1)CC(=O)N)C1=NC(=NC(=C1)CC)C(C)(F)F (3-(6-oxa-3-azabicyclo[3.1.1]hept-3-yl)-1-(2-(1,1-difluoroethyl)-6-ethylpyrimidin-4-yl)-1H-pyrazolo[4,3-c]pyridin-6-yl)acetamide